C1(=CC=CC=C1)C1=NC(=CC(=N1)C1=C(C=C(C(=C1N1C2=CC=CC=C2C=2C=C(C=CC12)C1=NC(=CC=C1)C1=CC=CC=C1)C1=NC(=NC(=C1)C1=CC=CC=C1)C1=CC=CC=C1)N1C2=CC=C(C=C2C=2C=C(C=CC12)C)C)N1C2=CC=C(C=C2C=2C=C(C=CC12)C)C)C1=CC=CC=C1 9,9'-(4,6-bis(2,6-diphenylpyrimidin-4-yl)-5-(3-(6-phenylpyridin-2-yl)-9H-carbazol-9-yl)-1,3-phenylene)bis(3,6-dimethyl-9H-carbazole)